didecanol monomalate C(C(O)CC(=O)O)(=O)O.C(CCCCCCCCC)O.C(CCCCCCCCC)O